C(C1=CC=CC=C1)(=O)O[C@H]1O[C@@H]([C@H]([C@@H]1F)OC(C1=CC=CC=C1)=O)COC(C1=CC=CC=C1)=O (2R,3S,4R,5R)-5-((benzoyloxy)methyl)-3-fluorotetrahydrofuran-2,4-diyl dibenzoate